2-(4-formylpyrazol-1-yl)-N-methyl-ethanesulfonamide C(=O)C=1C=NN(C1)CCS(=O)(=O)NC